C(C)(C)(C)OC(=O)NC(C(=O)N1CCN(CC1)C(=O)NC1=NC(N(C=C1)C1=CC=C(CN2CC3(C2)CCN(CC3)C(=O)OC(C)(C)C)C=C1)=O)(C)C tert-butyl 2-(4-(4-(4-(2-((tert-butoxycarbonyl)amino)-2-methylpropanoyl)piperazine-1-carboxamido)-2-oxopyrimidin-1(2H)-yl)benzyl)-2,7-diazaspiro[3.5]nonane-7-carboxylate